2-amino-3-(2-naphthyl)propionic acid NC(C(=O)O)CC1=CC2=CC=CC=C2C=C1